ethyl-5-methyl-1H-pyrazol C(C)N1N=CC=C1C